4-nitrobenzene-1-sulfonyl chloride [N+](=O)([O-])C1=CC=C(C=C1)S(=O)(=O)Cl